1-phenyl-3-(4-isopropylstyryl)-5-(4-isopropylphenyl)-pyrazoline C1(=CC=CC=C1)N1NC(=CC1C1=CC=C(C=C1)C(C)C)C=CC1=CC=C(C=C1)C(C)C